4-[3-[2,6-Dichloro-4-(1-methylpiperidin-3-yl)oxybenzoyl]-2,4-dihydro-1,3-benzoxazin-8-yl]-5-fluoro-2-morpholin-4-ylbenzoic acid ClC1=C(C(=O)N2COC3=C(C2)C=CC=C3C3=CC(=C(C(=O)O)C=C3F)N3CCOCC3)C(=CC(=C1)OC1CN(CCC1)C)Cl